N-(2-(dimethylamino)ethyl)-4-(8-hydroxyquinazolin-6-yl)benzamide CN(CCNC(C1=CC=C(C=C1)C=1C=C2C=NC=NC2=C(C1)O)=O)C